ClC=1C=C2C(=NN(C2=CC1[N+]#[C-])COCC[Si](C)(C)C)C1=CC=C2CCN(C(C2=C1)=O)C 7-(5-chloro-6-isocyano-1-((2-(trimethylsilyl)ethoxy)methyl)-1H-indazol-3-yl)-2-methyl-3,4-dihydroIsoquinolin-1(2H)-one